CC1C=C2C(C2CC1)(C)C 3,7,7-trimethylbicyclo[4.1.0]heptene